C(N)(=O)C1=CC=C(C=C1)C[C@@H](C(=O)O)N1C(C2=CC=CC=C2C1=O)=O (S)-3-(4-carbamoylphenyl)-2-(1,3-dioxoisoindolin-2-yl)propionic acid